[C@H]12CNC[C@H](CC1)C2N(C2=CC=C(N=N2)C2=C(C=C(C=C2)C=2C=NNC2)O)C 2-(6-(((1R,5S,8r)-3-azabicyclo[3.2.1]octan-8-yl)(methyl)amino)pyridazin-3-yl)-5-(1H-pyrazol-4-yl)phenol